2,4-dimethyloctan-2-ol CC(C)(CC(CCCC)C)O